4-((5-(pyridin-2-yl)thiophen-2-yl)ethynyl)benzamide N1=C(C=CC=C1)C1=CC=C(S1)C#CC1=CC=C(C(=O)N)C=C1